ClC12CC3(CC(C4=C(C(C1)C3)C=CC=C4)C2)NC(=O)NC2CCN(CC2)C(=O)C2(CC2)F 1-(9-chloro-5,6,8,9,10,11-hexahydro-7H-5,9:7,11-dimethanobenzo[9]annulen-7-yl)-3-(1-(1-fluorocyclopropane-1-carbonyl)piperidin-4-yl)urea